3-methyl-1,5-diaminopentane CC(CCN)CCN